1-(5-fluoro-6-(1-(2,2,2-trifluoroethyl)pyrrolidin-3-yl)pyridin-3-yl)-1H-1,2,3-triazole-4-carboxylic acid FC=1C=C(C=NC1C1CN(CC1)CC(F)(F)F)N1N=NC(=C1)C(=O)O